C(=O)C=1C(=C(N(C1CCC)NC(C1=C(C=CC=C1)OCCC)=O)C(=O)OCC)C Ethyl 4-formyl-3-methyl-1-(2-propoxybenzamido)-5-propyl-1H-pyrrole-2-carboxylate